2-(4-(4-Methoxybenzoyl)-3,4-dihydro-2H-pyrido[4,3-b][1,4]thiazin-8-yl)benzofuran-5-carbonitrile COC1=CC=C(C(=O)N2C3=C(SCC2)C(=CN=C3)C=3OC2=C(C3)C=C(C=C2)C#N)C=C1